NC1=C(C(=O)O)C=C(C(=C1)OC1CC1)OC1CCN(CC1)C(=O)OC(C)(C)C 2-amino-5-((1-(tert-butoxycarbonyl)piperidin-4-yl)oxy)-4-cyclopropyloxybenzoic acid